2-(9-phenylspiro[benzo[a]fluorene-11,9'-fluorene]-3-yl)naphtho[2,3-b]benzofuran C1(=CC=CC=C1)C1=CC=C2C3=CC=C4C(=C3C3(C5=CC=CC=C5C=5C=CC=CC35)C2=C1)C=CC(=C4)C=4C=CC1=C(C2=C(O1)C=C1C=CC=CC1=C2)C4